The molecule is an organic cation resulting from the protonation of the amino group of validoxylamine A; major species at pH 7.3. It is an ammonium ion derivative and an organic cation. It is a conjugate acid of a validoxylamine A. C1[C@@H]([C@H]([C@@H]([C@H]([C@H]1[NH2+][C@H]2C=C([C@H]([C@@H]([C@H]2O)O)O)CO)O)O)O)CO